N-{(8-hydroxy-5-nitroquinolin-7-yl)[3-(pyridin-4-yl)phenyl]methyl}pentanamide OC=1C(=CC(=C2C=CC=NC12)[N+](=O)[O-])C(NC(CCCC)=O)C1=CC(=CC=C1)C1=CC=NC=C1